C(\C=C\C1=CC=C(C=C1)O)(=O)SCCNC(CCNC([C@@H](C(COP(OP(OC[C@@H]1[C@H]([C@H]([C@@H](O1)N1C=NC=2C(N)=NC=NC12)O)OP(=O)(O)O)(=O)O)(=O)O)(C)C)O)=O)=O p-coumaroyl-coenzyme a